3-Ethyl-3-(2-ethylhexyl-oxymethyl)oxetane C(C)C1(COC1)COCC(CCCC)CC